N(=C=O)CSCCSCN=C=O 1,2-bis(isocyanatomethylthio)ethane